(S)-pyrrolidine-3-carbonitrile N1C[C@H](CC1)C#N